C(C)(C)(C)OC(=O)N1[C@@H](COCC1)C=1C=C(C=C2CCN(CC12)C([C@](C(F)(F)F)(C)O)=O)C=1N=C2C(=NC1)NC=C2I (R)-3-(6-(7-iodo-5H-pyrrolo[2,3-b]pyrazin-2-yl)-2-((S)-3,3,3-Trifluoro-2-hydroxy-2-methylpropionyl)-1,2,3,4-tetrahydroisoquinolin-8-yl)morpholine-4-carboxylic acid tert-butyl ester